ClC1=NN(C=C1)C 3-chloro-1-methyl-1H-pyrazole